1-(3-chloro-1-(1-methyl-3-(1-methyl-1H-pyrazol-4-yl)-1H-indazol-5-yl)-5,6-dihydroimidazo[1,5-a]pyrazin-7(8H)-yl)ethan-1-one ClC1=NC(=C2N1CCN(C2)C(C)=O)C=2C=C1C(=NN(C1=CC2)C)C=2C=NN(C2)C